C(C)N(C=1C2=C(N=CN1)N(C=C2)C[C@]2([C@@H](CN(CC2)CC(=O)N)O)O)CC2=C(C=C(C=C2)C(F)(F)F)F ((3R,4R)-4-((4-(ethyl(2-fluoro-4-(trifluoromethyl)benzyl)amino)-7H-pyrrolo[2,3-d]pyrimidin-7-yl)methyl)-3,4-dihydroxypiperidin-1-yl)acetamide